C(C)(C)(C)OC(N[C@H](CC=O)C1=CC=C(C=C1)OC)=O (R)-[1-(4-METHOXY-PHENYL)-3-OXO-PROPYL]-CARBAMIC ACID TERT-BUTYL ESTER